[AsH2][AsH2] diarsine